CC=1C=2N(C=C(N1)C)N=C(C2)C=2C=CC=1C(N2)=CN(N1)C1CCNCC1 5-(4,6-dimethylpyrazolo[1,5-a]pyrazin-2-yl)-2-(piperidin-4-yl)-2H-pyrazolo[4,3-b]pyridine